FC1(C(C1)N1C(=NC(=C1)C(F)(F)F)C1=CC=C(C=C1)CO)F [4-[1-(2,2-Difluorocyclopropyl)-4-(trifluoromethyl)imidazol-2-yl]phenyl]methanol